2-(6-Chloroimidazo[1,2-a]pyridin-8-yl)-5-propylbenzene-1,3-diol ClC=1C=C(C=2N(C1)C=CN2)C2=C(C=C(C=C2O)CCC)O